BrC1=C2C(N(C(NC2=C(C=C1)S(=O)(=O)C1=CN=C2C(=N1)N(C=C2)C)=O)O)=O 5-bromo-3-hydroxy-8-((5-methyl-5H-pyrrolo[2,3-b]pyrazin-3-yl)sulfonyl)quinazoline-2,4(1H,3H)-dione